2-(1,1-difluoroethyl)-N-(diphenylmethylene)aniline FC(C)(F)C1=C(N=C(C2=CC=CC=C2)C2=CC=CC=C2)C=CC=C1